FC1=C(C=CC(=C1)C(F)(F)F)CC1CCN(CC1)C(=O)N1C[C@@H]2[C@@H](OCC(N2)=O)CC1 (4aR,8aS)-6-[4-[[2-fluoro-4-(trifluoromethyl)phenyl]methyl]piperidine-1-carbonyl]-4,4a,5,7,8,8a-hexahydropyrido[4,3-b][1,4]oxazin-3-one